silver copper calcium [Ca].[Cu].[Ag]